BrC1=NC=2N(C(N(C(C2N1C)=O)CC=1N(C2=CC=CC(=C2C1)Cl)C(=O)OC(C)(C)C)=O)C tert-butyl 2-((8-bromo-3,7-dimethyl-2,6-dioxo-2,3-dihydro-6H-purin-1(7H)-yl)methyl)-4-chloro-1H-indole-1-carboxylate